C1(CC1)S(=O)(=O)N1N=CC(=C1)C1=NC=CC(=N1)NC1=NC=C(C(=C1)NC1CCC(CC1)CN(C)C)C#CC=1C=NN(C1)C N2-(2-(1-(Cyclopropylsulfonyl)-1H-pyrazol-4-yl)pyrimidin-4-yl)-N4-((1s,4s)-4-((dimethyl-amino)methyl)cyclohexyl)-5-((1-methyl-1H-pyrazol-4-yl)ethynyl)pyridine-2,4-diamine